C1(CCCCC1)CCC=1C=C(C(NN1)=O)O 6-(2-cyclohexylethyl)-4-hydroxypyridazin-3(2H)-one